ClC1=CC=C(C(=N1)C(=O)NC)N[C@H](C)C=1C=C(C=C2C(C(=C(OC12)C1=CC=CC=C1)C)=O)C 6-Chloro-3-[[(1R)-1-(3,6-dimethyl-4-oxo-2-phenyl-chromen-8-yl)ethyl]amino]-N-methyl-pyridine-2-carboxamide